ClC=1C=C(C=CC1Cl)C=1N=C(SC1CC(C)C)NC1=C(SC(=C1)C1=CC(=CC=C1)OC)C(=O)OC methyl 3-((4-(3,4-dichlorophenyl)-5-isobutylthiazol-2-yl)amino)-5-(3-methoxyphenyl)thiophene-2-carboxylate